FC=1C(=NC=CC1CC=1C=CC=C(C(=O)O)C1)NS(=O)(=O)NC(=O)OC(C)(C)C 5-[[3-fluoro-2-[(2-methylpropan-2-yl)oxycarbonylaminosulfonamido]pyridin-4-yl]methyl]benzoic acid